C(C)C1=C(C=CC(=C1F)F)N1CN(C(C2=C1C=NC(=C2)C(F)(F)F)=O)C=2C(=NC(=CC2)OC)C 1-(2-ethyl-3,4-difluorophenyl)-3-(6-methoxy-2-methylpyridin-3-yl)-6-(trifluoro-methyl)-2,3-dihydropyrido-[3,4-d]pyrimidin-4(1H)-one